2-phenyl-1-(p-toluenesulfonyl)aziridine C1(=CC=CC=C1)C1N(C1)S(=O)(=O)C1=CC=C(C)C=C1